NC=1C=CC=2OC(C(NC2N1)=O)(C)C 6-amino-2,2-dimethyl-2H-pyrido[3,2-b][1,4]oxazin-3(4H)-one